6-fluoro-1-(4-fluoro-3-methyl-phenyl)-2-isopropyl-indol-5-ol FC1=C(C=C2C=C(N(C2=C1)C1=CC(=C(C=C1)F)C)C(C)C)O